1-(3-(3-(1H-imidazol-1-yl)quinoxaline-6-carbonyl)-5-fluorophenyl)-3-(3,4-difluorophenyl)urea N1(C=NC=C1)C=1C=NC2=CC=C(C=C2N1)C(=O)C=1C=C(C=C(C1)F)NC(=O)NC1=CC(=C(C=C1)F)F